ClC1=C(C=CC=C1O)N1C(=C(C(=C1C)C=O)C(=O)OCC)C Ethyl 1-(2-chloro-3-hydroxy-phenyl)-4-formyl-2,5-dimethyl-pyrrole-3-carboxylate